[Cl-].C(C(=C)C)(=O)NCC[N+]1=CC=CC=C1 1-(2-methacryloylaminoethyl)-pyridinium chloride